(3aR,8aS)-2-(2-(diphenylphosphino)-5-(trifluoromethyl)phenyl)-3a,8a-dihydro-8H-indeno[1,2-d]oxazole C1(=CC=CC=C1)P(C1=C(C=C(C=C1)C(F)(F)F)C=1O[C@@H]2[C@H](N1)C=1C=CC=CC1C2)C2=CC=CC=C2